(Z)-3-(1-((1-(2-Methoxyethyl)-1H-pyrazol-4-yl)amino)ethylidene)-5-(4-methylpyridin-3-yl)-1H-pyrrolo[2,3-c]pyridin-2(3H)-one COCCN1N=CC(=C1)N\C(\C)=C\1/C(NC2=CN=C(C=C21)C=2C=NC=CC2C)=O